tert-butyl N-[(2R)-1-(2,2-difluoroethoxy)-3-hydroxypropan-2-yl]carbamate FC(COC[C@@H](CO)NC(OC(C)(C)C)=O)F